4-[7-(4-chloro-2-fluoro-phenyl)-2,7-diazaspiro[3.5]nonan-2-yl]-5-fluoro-2-methoxy-benzoic acid ClC1=CC(=C(C=C1)N1CCC2(CN(C2)C2=CC(=C(C(=O)O)C=C2F)OC)CC1)F